C1=CC=CC2=C1N1C3=C2C=CC=C3C3(C=2C=CC=CC12)C1=CC=CC=C1C=1C=CC(=CC13)B(O)O spiro[fluorene-9,8'-indolo[3,2,1-de]acridine]-2-ylboronic acid